C(C)C1=C(C(=CC=C1)CC)NC(=O)OC(C(=O)OCC)CN1N=CC=C1 Ethyl 2-{[(2,6-diethylphenyl)-carbamoyl]oxy}-3-(1H-pyrazol-1-yl)propanoate